4-(((8-methyl-4-oxochroman-7-yl)oxy)(pyridin-4-yl)methyl)benzonitrile CC=1C(=CC=C2C(CCOC12)=O)OC(C1=CC=C(C#N)C=C1)C1=CC=NC=C1